Cl.FC1=C(NC2C(NC(CC2)=O)=O)C=CC(=C1)C1CCNCC1 3-[2-fluoro-4-(4-piperidyl)anilino]piperidine-2,6-dione hydrochloride